(1-methylvinyl)-benzene CC(=C)C1=CC=CC=C1